S1(CNC2=C1C=CC=C2)(=O)=O 2,3-dihydro-1,3-benzothiazole-1,1-dioxide